C(C)(=O)OC=1C2C=CC(C1OC(C)=O)C2 2,3-bis(acetoxy)bicyclo[2.2.1]hepta-2,5-diene